NC=1C(=NC(=C(N1)C=1OC=CN1)C=1C=CC=2N(C1)C(=CN2)C)C(=O)NC[C@H]2N(CCC2)C(=O)OC(C)(C)C tert-butyl (2S)-2-[[(3-amino-6-[3-methylimidazo[1,2-a]pyridin-6-yl]-5-(1,3-oxazol-2-yl)pyrazin-2-yl)formamido]methyl]pyrrolidine-1-carboxylate